(3R,8S*)-N-(3-Cyano-4-fluorophenyl)-3,10-dimethyl-11-oxo-8-(1H-pyrazol-3-yl)-3,4,8,9,10,11-hexahydro-1H-pyrido[4',3':3,4]pyrazolo[1,5-a][1,4]diazepine-2(7H)-carboxamide C(#N)C=1C=C(C=CC1F)NC(=O)N1CC=2C(=NN3C2C(N(C[C@@H](C3)C3=NNC=C3)C)=O)C[C@H]1C |o1:22|